OXO-DECYL ACETATE C(C)(=O)OCCCCCCCCCC=O